COC=1C=C(C=CC1OC)C1=NC2=C(N1CC)C=CC(=C2)C2CCN(CC2)C2CCN(CC2)CC(C)C 2-(3,4-dimethoxyphenyl)-1-ethyl-5-(1'-isobutyl-[1,4'-bipiperidin]-4-yl)-1H-benzo[d]imidazole